C([O-])([O-])=O.[Na+].[Li+] lithium compound with sodium carbonate